P(=O)([O-])([O-])[O-].[Ce+3] cerous phosphate